5-chloro-N-(5-chloro-6-(difluoromethoxy)pyridin-3-yl)-2'-ethynyl-2,4'-difluoro-[1,1'-biphenyl]-4-carboxamide ClC=1C(=CC(=C(C1)C1=C(C=C(C=C1)F)C#C)F)C(=O)NC=1C=NC(=C(C1)Cl)OC(F)F